NC1(C(N(C2=CC=CC=C12)C1=NC=CC(=C1)CC1=NNC(C2=CC=CC=C12)=O)=O)C 4-((2-(3-amino-3-methyl-2-oxoindolin-1-yl)pyridin-4-yl)methyl)phthalazin-1(2H)-one